(S)-N-(5-(3-isopropyl-2-(2-methylpyridin-4-yl)-1H-indol-5-yl)pyridin-2-yl)pyrrolidine-3-carboxamide C(C)(C)C1=C(NC2=CC=C(C=C12)C=1C=CC(=NC1)NC(=O)[C@@H]1CNCC1)C1=CC(=NC=C1)C